CC(C(=O)OCC(C)(C1=CC(=CC=C1)Cl)NC1=NC2=C(N1)C=CC=C2CNC(=O)N2CCC2)(C)C 2-[(4-{[(azetidine-1-carbonyl)amino]methyl}-1H-1,3-benzodiazol-2-yl)amino]-2-(3-chlorophenyl)propyl 2,2-dimethylpropanoate